[V].[W].[C] carbon tungsten vanadium